C(C)(=O)C1(N(CC(C1)F)C=1C(=C(C=CC1)C1=C(C=CC=C1)Cl)F)C(=O)N acetyl-(2'-chloro-2-fluoro-[1,1'-biphenyl]-3-yl)-4-fluoropyrrolidine-2-carboxamide